5-(4-methylindolin-1-yl)sulfonyl-2H-isoquinolin-1-one CC1=C2CCN(C2=CC=C1)S(=O)(=O)C1=C2C=CNC(C2=CC=C1)=O